6-((5-((3S,4S)-4-amino-3-methyl-2-oxa-8-azaspiro[4.5]decan-8-yl)pyrazin-2-yl)thio)-5-chloro-3-(2-oxo-2-(pyridin-3-yl)ethyl)quinazolin-4(3H)-one N[C@@H]1[C@@H](OCC12CCN(CC2)C=2N=CC(=NC2)SC=2C(=C1C(N(C=NC1=CC2)CC(C=2C=NC=CC2)=O)=O)Cl)C